1,4-diaminoanthraquinone-2-sulfonic acid NC1=C(C=C(C=2C(C3=CC=CC=C3C(C12)=O)=O)N)S(=O)(=O)O